ethyl 2-methylsulfinylthieno[2,3-d]thiazole-5-carboxylate CS(=O)C=1SC2=C(N1)SC(=C2)C(=O)OCC